[BH4-].[Na+].OC1CC2(C1)C[C@H](N(CC2)C(=O)OCC2=CC=CC=C2)C2=CC=C(C=C2)C(=O)OC benzyl (S)-2-hydroxy-6-(4-(methoxycarbonyl) phenyl)-7-azaspiro[3.5]nonane-7-carboxylate sodium borohydride